[Si](C1=CC=CC=C1)(C1=CC=CC=C1)(C(C)(C)C)OC[C@@H]1C([C@@H]2[C@@H](OC(O2)(C)C)O1)(O)C#C (3ar,5r,6ar)-5-(((tert-butyldiphenylsilyl)oxy)methyl)-6-ethynyl-2,2-dimethyltetrahydrofurano[2,3-d][1,3]dioxol-6-ol